(E)-3-(benzo[d]thiazol-2-yl)-4-(1-methyl-3-(p-tolyl)-1H-pyrazol-4-yl)but-3-enoic acid S1C(=NC2=C1C=CC=C2)\C(\CC(=O)O)=C\C=2C(=NN(C2)C)C2=CC=C(C=C2)C